3-amino-N-(2-{9-amino-1,4-dioxa-7-azaspiro[4.4]nonan-7-yl}-4-fluoro-5,6,7,8-tetrahydroquinolin-6-yl)-5-fluoro-6-methylthieno[2,3-b]pyridine-2-carboxamide NC1=C(SC2=NC(=C(C=C21)F)C)C(=O)NC2CC=1C(=CC(=NC1CC2)N2CC1(OCCO1)C(C2)N)F